4-(ethoxy-d5)-4-(trifluoromethyl)piperidine C(C([2H])([2H])[2H])(OC1(CCNCC1)C(F)(F)F)([2H])[2H]